methyl-phosphonic acid (5-ethyl-2-methyl-2-oxo-1,3,2-dioxaphosphorinane-5-yl) methyl Ester COP(OC1(COP(OC1)(=O)C)CC)(=O)C